FC=1C(=CC(=NC1C)C=1OC(=NN1)C1=CC(=CC=C1)F)C=1C=NC=CC1C 2-(5'-fluoro-4,6'-dimethyl-[3,4'-bipyridin]-2'-yl)-5-(3-fluorophenyl)-1,3,4-oxadiazole